ClC1=C(C=C2C(=CNC2=C1)C(=O)O)C=1C(=NC(=CC1)N1CCC2(CCO2)CC1)OC racemic-6-chloro-5-(2-methoxy-6-(1-oxa-7-azaspiro[3.5]nonan-7-yl)pyridin-3-yl)-1H-indole-3-carboxylic acid